FC1=C(OC=2C=CC(=NC2)C2(CC23CCOCC3)C(=O)N)C=CC(=C1)F (5-(2,4-difluorophenoxy)pyridin-2-yl)-6-oxaspiro[2.5]octane-1-carboxamide